4-((3-(4-bromo-2,6-dimethylphenyl)-2,4-dioxo-3,4-dihydroquinazolin-1(2H)-yl)methyl)-N-hydroxybenzamide BrC1=CC(=C(C(=C1)C)N1C(N(C2=CC=CC=C2C1=O)CC1=CC=C(C(=O)NO)C=C1)=O)C